(1-(((2R,3S,4R,5R)-5-(2-chloro-6-(cyclopentylamino)-9H-purin-9-yl)-3,4-dihydroxytetrahydro-furan-2-yl)methoxy)-2-methoxy-ethyl)phosphonic acid ClC1=NC(=C2N=CN(C2=N1)[C@H]1[C@@H]([C@@H]([C@H](O1)COC(COC)P(O)(O)=O)O)O)NC1CCCC1